FC1=C(C=CC=C1F)N1C=C(C(C2=CC(=C(C=C12)N1[C@H](CCC1)COC1=NC=CC=C1)F)=O)C(=O)O (R)-1-(2,3-difluorophenyl)-6-fluoro-4-oxo-7-(2-((pyridin-2-yloxy)methyl)pyrrolidin-1-yl)-1,4-dihydro-quinoline-3-carboxylic acid